ClC1=C(C=C(C=C1)F)NC1=C(SC=C1NC(C1=CC(=CC(=C1)C(F)(F)F)F)=O)C(=O)NC ((2-chloro-5-fluorophenyl)amino)-4-(3-fluoro-5-(trifluoromethyl)benzoylamino)-N-methylthiophene-2-carboxamide